NC1(CCN(CC1)C1=C(C(=C(C(=N1)SC(C(=O)N)C1=CC=CC=C1)C#N)CC)C#N)CO 2-((6-(4-amino-4-(hydroxymethyl)piperidin-1-yl)-3,5-dicyano-4-ethylpyridin-2-yl)thio)-2-phenylacetamide